C1(CC1)COC1=C(NC=C1)C(=O)OC methyl 3-(cyclopropylmethoxy)-1H-pyrrole-2-carboxylate